C(C)[C@]1(CCN(CC[C@H]1C1=CC=C(C=C1)OC)C(=O)OC(C)(C)C)C(=O)[O-] (trans)-1-tert-butyl 4-ethyl-5-(4-methoxyphenyl)azepane-1,4-dicarboxylate